BrC=1C=CC(=NC1OCCCN1C(C2=CC=CC=C2C1=O)=O)NC(OC(C)(C)C)=O tert-butyl N-[5-bromo-6-[3-(1,3-dioxoisoindol-2-yl)propoxy]pyridin-2-yl]carbamate